N1CCC12CC(C2)C=2C=CC=1N=CN=C(C1N2)NC2=C(C(=C(C=C2)Cl)Cl)F 6-(1-azaspiro[3.3]heptan-6-yl)-N-(3,4-dichloro-2-fluoro-phenyl)pyrido[3,2-d]pyrimidin-4-amine